COC=1C=C(C=CC1)C1=NN2C(=NC=3C=CC=CC3C2=N1)N[C@H]1C(N(CC1)C)=O (3R)-3-{[2-(3-methoxyphenyl)[1,2,4]triazolo[1,5-c]quinazolin-5-yl]amino}-1-methylpyrrolidin-2-one